ClCCNS(=O)(=O)C1=CC=C(C=C1)C1=C(C=CC=C1C(F)(F)F)F N-(2-chloroethyl)-2'-fluoro-6'-(trifluoromethyl)-[1,1'-biphenyl]-4-sulfonamide